C1(CC1)OC1=CC=C2C=CC(=C(C2=C1)CCNC(C)=O)F N-(2-(7-cyclopropyloxy-2-fluoronaphthalen-1-yl)ethyl)acetamide